p-(methoxy)benzylamine COC1=CC=C(CN)C=C1